2,6-dimethyl-9,10-bis(n-hexyloxycarbonyl)anthracene CC1=CC2=C(C3=CC=C(C=C3C(=C2C=C1)C(=O)OCCCCCC)C)C(=O)OCCCCCC